BrC=1C=C(C(=NC1)Cl)S(=O)(=O)N=CN(C)C 5-bromo-2-chloro-N-[(dimethylamino)methylidene]pyridine-3-sulfonamide